3-(4-bromo-phenyl)-pyridine BrC1=CC=C(C=C1)C=1C=NC=CC1